Methyl cis,cis-11,14-eicosadienoate C(CCCCCCCCC\C=C/C\C=C/CCCCC)(=O)OC